N(=[N+]=[N-])C=1C=C(C(=C(C=O)C1)OCC1=CC=C(C=C1)OC)F 5-azido-3-fluoro-2-(4-methoxybenzyloxy)benzaldehyde